ClC1=C(C(=C(C=2NC(=NC21)C(F)(F)F)Cl)Cl)Cl 4,5,6,7-tetrachloro-2-(trifluoromethyl)-1H-benzimidazole